C(C)(C)(C)OC(CCOCC(NC(CCCNC(OC(C)(C)C)=O)=O)(COCCC(=O)OC(C)(C)C)COCCC(OC(C)(C)C)=O)=O tert-butyl 11,11-bis[(3-tert-butoxy-3-oxopropoxy)methyl]-2,2-dimethyl-4,9-dioxo-3,13-dioxa-5,10-diazahexadecan-16-oate